tert-butyl 3a-(1-(4-fluorophenyl)-6-methyl-1H-indazol-5-yl)-5-hydroxyhexahydrocyclopenta[c]pyrrole-2(1H)-carboxylate FC1=CC=C(C=C1)N1N=CC2=CC(=C(C=C12)C)C12C(CN(C1)C(=O)OC(C)(C)C)CC(C2)O